(3-nitro-4-((1-(3-(trifluoromethoxy)benzyl)piperidin-3-yl)amino)phenyl)methanol [N+](=O)([O-])C=1C=C(C=CC1NC1CN(CCC1)CC1=CC(=CC=C1)OC(F)(F)F)CO